ClC=1C(=NC(=NC1)C)C1(CC1)C(=O)NC(C(=O)O)CCN(CCCCC1=NC=2NCCCC2C=C1)CC(CF)OC 2-[[1-(5-chloro-2-methyl-pyrimidin-4-yl)cyclopropanecarbonyl]amino]-4-[[3-fluoro-2-methoxy-propyl]-[4-(5,6,7,8-tetrahydro-1,8-naphthyridin-2-yl)butyl]amino]butanoic acid